(S)-1-(3-chloro-4-fluorophenyl)propane-1,3-diol ClC=1C=C(C=CC1F)[C@H](CCO)O